C1(CCCCC1)P(C1=C(C(=CC=C1OC(C)(C)C)OC)C1=C(C=CC=C1C(C)C)C(C)C)C1CCCCC1 2-(dicyclohexylphosphino)-3-tert-butoxy-6-methoxy-2',6'-diisopropyl-1,1'-biphenyl